[Na+].C(CCCCCCCCCCCCC)(=O)OC[C@@H](OC(CCCCCCCCCCCCC)=O)COP(=O)([O-])O 1,2-dimyristoyl-sn-glycero-3-phosphate monosodium salt